OC1=C(C=O)C=C(C=C1OC)\C=C/C1=CC=C(C=C1)N1CCCC1 (Z)-2-hydroxy-3-methoxy-5-(4-(pyrrolidin-1-yl)styryl)benzaldehyde